FC=1C=C(C=CC1)C=1N=C2N(C(C1)=O)C=C(C=C2)N2CCNCC2 2-(3-fluorophenyl)-7-(piperazin-1-yl)-4H-pyrido[1,2-a]pyrimidin-4-one